BrC=1C=CC2=C(S(CCO2)(=N)=O)C1 6-bromo-4-imino-2,3-dihydro-1,4λ6-benzoxathiine 4-oxide